azaindolealdehyde N1C(=NC2=CC=CC=C12)C=O